N-(2-mercaptoethyl)-N-methyl-Thiazole-4-carboxamide tert-butyl-N-(5-((4-(imino(methyl)oxo-lambda6-sulfanyl)phenyl)methoxy)-1,3,4-thiadiazol-2-yl)carbamate C(C)(C)(C)OC(NC=1SC(=NN1)OCC1=CC=C(C=C1)S(=O)(C)=N)=O.SCCN(C(=O)C=1N=CSC1)C